[I-].C(N)(OC#CC)=O propynyl carbamate iodide